BrC=1C=C(C(=O)O)C=C(C1)OC1CC1 3-bromo-5-cyclopropoxybenzoic acid